NC=1C(=CC(=C2CCOC21)O)F 7-amino-6-fluoro-2,3-dihydro-1-benzofuran-4-ol